N1(CCC1)CC1=CC=C(C=C1)C=1OC2=C(C(C1)=O)C=CC=1N(C(=NC12)C(F)(F)F)C 8-(4-(azetidin-1-ylmethyl)phenyl)-3-methyl-2-(trifluoromethyl)chromeno[7,8-d]imidazol-6(3H)-one